(1S,3S)-3-[(7S)-2-benzyl-6-(methoxycarbonyl)-7-methyl-3H,6H,7H,8H,9H-imidazo[4,5-f]quinolin-3-yl]cyclohexane-1-carboxylic acid C(C1=CC=CC=C1)C=1N(C=2C(=C3CC[C@@H](N(C3=CC2)C(=O)OC)C)N1)[C@@H]1C[C@H](CCC1)C(=O)O